Ethyl-2,4,6-tri-O-acetyl-3-isothiocyanato-1,3-dideoxy-1-[(S)-sulfinyl]-β-D-glucopyranose C(C)[C@@]1(C(O[C@@H]([C@H]([C@@H]1N=C=S)OC(C)=O)COC(C)=O)=S=O)OC(C)=O